tin neodymium hydrochloric acid Cl.[Nd].[Sn]